N'-(2-cyano-4-nitrophenyl)-N,N-dimethyl-formamidine C(#N)C1=C(C=CC(=C1)[N+](=O)[O-])N=CN(C)C